COC1=NC=C(C(=N1)OC)C=1C=C(C=2N(N1)C=CN2)[C@@H]2[C@H](C2)C2=CC(=C(C=C2)F)C(F)(F)F 6-(2,4-dimethoxypyrimidin-5-yl)-8-((1S,2S)-2-(4-fluoro-3-(trifluoromethyl)phenyl)cyclopropyl)imidazo[1,2-b]pyridazine